C1(CC(C(CC1)C(C)C)OC(=O)[13C]=1NC=CN1)C menthoxycarbonyl-imidazole-13C